5-(difluoromethoxy)-4-(prop-2-yn-1-ylamino)-1-(pyridin-3-yl)-7-(trifluoromethyl)quinazolin-2(1H)-one FC(OC1=C2C(=NC(N(C2=CC(=C1)C(F)(F)F)C=1C=NC=CC1)=O)NCC#C)F